CN1CCC(CC1)NC1=CC=CC2=C1SC(=C2CC(F)(F)F)C#CC(C)NC2=CC=C(C=C2)S(=O)(=O)N 4-((4-(7-((1-methylpiperidin-4-yl)amino)-3-(2,2,2-trifluoroethyl)benzo[b]thiophen-2-yl)but-3-yn-2-yl)amino)benzenesulfonamide